O1CCC2=C1C(=CC=C2)NC2=NC=C(C(=N2)C=2C=C1N(CCN(C1=O)CC1=C(C=CC(=C1)F)CO)C2)C 7-(2-((2,3-dihydrobenzofuran-7-yl)amino)-5-methylpyrimidin-4-yl)-2-(5-fluoro-2-(hydroxymethyl)benzyl)-3,4-dihydropyrrolo[1,2-a]pyrazin-1(2H)-one